ClC1=C(OC(C(=O)O)(C)C)C(=CC(=C1)CN1C(N(CC1=O)C1=CC=C(C=C1)C(F)(F)F)=O)Cl 2-(2,6-Dichloro-4-((2,5-dioxo-3-(4-(trifluoromethyl)phenyl)-imidazolidin-1-yl)methyl)phenoxy)-2-methylpropionic acid